FC(OC=1C(=NC=CC1CC(=O)O)C1=CC(=CC(=C1)F)F)F [3-(difluoromethoxy)-2-(3,5-difluorophenyl)pyridin-4-yl]acetic acid